CC12C(=C3C=CC1C3)C(=O)OC2=O methyl-norbornen-5-ene-2,3-dicarboxylic acid anhydride